di(2-ethylphenyl)silane benzyl-(3-(N-(tert-butyl)sulfamoyl)-4-(2-((1r,4r)-4-((isopropoxycarbonyl)amino)cyclohexyl)thiazol-5-yl)phenyl)carbamate C(C1=CC=CC=C1)N(C(O)=O)C1=CC(=C(C=C1)C1=CN=C(S1)C1CCC(CC1)NC(=O)OC(C)C)S(NC(C)(C)C)(=O)=O.C(C)C1=C(C=CC=C1)[SiH2]C1=C(C=CC=C1)CC